C(C)(C)(C)N(C(O)=O)[C@@H]1C[C@@H](CC1)OC=1C(=NC(=CC1)C(F)F)Br.C(C)C1=CC2=C(C3=CC=C(C=C3C(=C2C=C1)OC(=O)OCCCCC)CC)OC(=O)OCCCCC 2,6-diethyl-9,10-bis(n-pentyloxycarbonyloxy)anthracene tert-Butyl-((1S,3R)-3-((2-bromo-6-(difluoromethyl)pyridin-3-yl)oxy)cyclopentyl)carbamate